Ethylmethylpyrrolidinium 4-methylbenzenesulfonate CC1=CC=C(C=C1)S(=O)(=O)[O-].C(C)[N+]1(CCCC1)C